tert-butyl (2R,5R)-2-methyl-5-{[(4-{4-oxo-1H,5H,6H,7H-pyrrolo[3,2-c]pyridin-2-yl}pyridin-3-yl)oxy]methyl}pyrrolidine-1-carboxylate C[C@H]1N([C@H](CC1)COC=1C=NC=CC1C1=CC=2C(NCCC2N1)=O)C(=O)OC(C)(C)C